NP([O-])=O aminophosphinate